FC(N1N=C(C=C1)C(C)(C)NC1=NC(=NC(=N1)C=1C=CC=2N(C1)C(=NC2)C)N)F N4-[1-[1-(difluoromethyl)pyrazol-3-yl]-1-methyl-ethyl]-6-(3-methylimidazo[1,5-a]pyridin-6-yl)-1,3,5-triazine-2,4-diamine